C(C(C)C)C=1C=C(CC2N(CC3(CC3)C2NS(=O)(=O)C)C(C(C)C)=O)C=CC1 N-(6-(3-isobutylbenzyl)-5-isobutyryl-5-azaspiro[2.4]heptan-7-yl)methanesulfonamide